(fluorophenyl)[(methyl-d3)benzofuropyridinyl]pyridine FC1=C(C=CC=C1)C=1C(=NC=CC1)C1=NC2=C(C=C1C([2H])([2H])[2H])OC1=C2C=CC=C1